(R)-1-(5-chloro-2-methoxyphenyl)-3-(isoquinolin-4-yl)-2-oxoimidazoline-4-carbonitrile ClC=1C=CC(=C(C1)N1C(N([C@H](C1)C#N)C1=CN=CC2=CC=CC=C12)=O)OC